ClCCCS(=O)(=O)[C@@H]1C[C@H](N(C1)C(=O)OC(C)(C)C)C(=O)OC 1-(tert-butyl) 2-methyl (2S,4R)-4-((3-chloropropyl)sulfonyl)pyrrolidine-1,2-dicarboxylate